COC1=C(OC=2C=C(C=C(C2C1=O)O)O)C1=CC=C(O)C=C1 3-O-methyl-kaempferol